C1(CC1)C1=NNC(=C1)C(=O)N1CCCC2=CC(=CC=C12)C1(CCC1)C(=O)NC1=CC=C(C=C1)F 1-[1-(3-Cyclopropyl-1H-pyrazol-5-carbonyl)-1,2,3,4-tetrahydrochinolin-6-yl]-N-(4-fluorophenyl)cyclobutan-1-carboxamid